(S)-1'-(8-((2-amino-3-chloropyridin-4-yl)thio)imidazo[1,2-c]pyrimidin-5-yl)-5-ethynyl-1,3-dihydrospiro[inden-2,4'-piperidin]-1-amine NC1=NC=CC(=C1Cl)SC=1C=2N(C(=NC1)N1CCC3(CC1)[C@@H](C1=CC=C(C=C1C3)C#C)N)C=CN2